lithium nickel cobalt manganite [Mn](=O)([O-])[O-].[Co+2].[Ni+2].[Li+]